ClC1=CC(=C(C=C1)C)[N+](=O)[O-] 4-chloro-1-methyl-2-nitrobenzene